di-benzyl-ammonium bromide [Br-].C(C1=CC=CC=C1)[NH2+]CC1=CC=CC=C1